C[C@H]1N(C[C@H](C1)OS(=O)(=O)C1=CC=C(C=C1)C)C(=O)OC(C)(C)C tert-butyl (2R,4S)-2-methyl-4-[(4-methylbenzenesulfonyl)oxy]pyrrolidine-1-carboxylate